[K+].P(=O)([O-])([O-])OCCCCCCCCCCCCCCCC.[K+] cetyl alcohol phosphate potassium salt